5-[4-[[rel-(1S,2S)-2-hydroxycyclohexyl]amino]pyrido[3,4-d]pyridazin-1-yl]indan-4-ol O[C@@H]1[C@H](CCCC1)NC=1N=NC(=C2C1C=NC=C2)C2=C(C=1CCCC1C=C2)O |o1:1,2|